1-(tert-butyl)-N-(2-((4-(2-methyl-1-oxo-1,2-dihydroisoquinolin-7-yl)thiazol-2-yl)amino)-2-oxoethyl)-1H-pyrrole-3-carboxamide C(C)(C)(C)N1C=C(C=C1)C(=O)NCC(=O)NC=1SC=C(N1)C1=CC=C2C=CN(C(C2=C1)=O)C